6-(3-Bromo-6-chloro-2-pyridyl)-1-oxa-6-azaspiro[3.3]heptane BrC=1C(=NC(=CC1)Cl)N1CC2(CCO2)C1